CC(C1=NC(=NC(=C1/C=C/[C@@H](O)C[C@@H](O)CC(=O)[O-])C2=CC=C(C=C2)F)N(S(=O)(=O)C)C)C.CC(C1=NC(=NC(=C1/C=C/[C@@H](O)C[C@@H](O)CC(=O)[O-])C2=CC=C(C=C2)F)N(S(=O)(=O)C)C)C.[Ca+2] The molecule is an organic calcium salt that is the hemicalcium salt of rosuvastatin. It has a role as an anti-inflammatory agent, a CETP inhibitor and a cardioprotective agent. It is an organic calcium salt and a N-acyl-15-methylhexadecasphinganine-1-phosphoethanolamine. It contains a rosuvastatin(1-).